ClC1=CC=C(C=C1)C=1N(C2=CC=CC=C2C1)C=1OC=C2C=CC=CC12 3-(2-(4-chlorophenyl)-1H-indole-1-yl)isobenzofuran